(1R,3R)-3-((S)-2-((6-Cyano-1H-pyrrolo[2,3-b]pyridin-1-yl)methyl)-6-(methoxycarbonyl)-7-methyl-6,7,8,9-tetrahydro-3H-imidazo[4,5-f]chinolin-3-yl)cyclohexan C(#N)C1=CC=C2C(=N1)N(C=C2)CC=2N(C=1C(=C3CC[C@@H](N(C3=CC1)C(=O)OC)C)N2)C2CCCCC2